The molecule is a member of the class of 1-benzofurans that is egonol in which the methoxy group at position 7 is replaced by a hydrogen. It has been isolated from the fruits of Styrax agrestis. It has a role as a metabolite and a plant metabolite. It is a member of 1-benzofurans, a member of benzodioxoles and a primary alcohol. It derives from an egonol. It derives from a hydride of a 1-benzofuran. C1OC2=C(O1)C=C(C=C2)C3=CC4=C(O3)C=CC(=C4)CCCO